6-amino-2-(butylamino)-9-({6-[2-(dimethylamino)ethoxy]pyridin-3-yl}methyl)-7,9-dihydro-8H-purin-8-one NC1=C2NC(N(C2=NC(=N1)NCCCC)CC=1C=NC(=CC1)OCCN(C)C)=O